COC1=CC=C(C=C1)C1=NOC(=C1)N1CCC(CC1)C(=O)OC(C)(C)C Tert-butyl 1-(3-(4-methoxyphenyl)isoxazol-5-yl)piperidine-4-carboxylate